2-(6-{5-chloro-2-[(oxan-4-yl)amino]pyrimidin-4-yl}-1-oxo-2,3-dihydro-1H-isoindol-2-yl)-N-(2-hydroxyethyl)-N-(2-phenylethyl)acetamide ClC=1C(=NC(=NC1)NC1CCOCC1)C1=CC=C2CN(C(C2=C1)=O)CC(=O)N(CCC1=CC=CC=C1)CCO